6,7-dimethoxy-4-(4-(methylamino)benzyl)phthalazin-1(2H)-one hydrochloride Cl.COC=1C=C2C(=NNC(C2=CC1OC)=O)CC1=CC=C(C=C1)NC